ClC=1C=C(CNC(=O)C=2OC=C(N2)C2=NC(=NC=C2C)NC2=CC=NN2C)C=C(C1)Cl N-(3,5-dichlorobenzyl)-4-(5-methyl-2-((1-methyl-1H-pyrazol-5-yl)amino)pyrimidin-4-yl)oxazole-2-carboxamide